2-[2-(2-ethoxy) ethoxy]Ethyl p-toluenesulfonate CC1=CC=C(C=C1)S(=O)(=O)OCCOCCOCC